2-methylthiazole bromide [Br-].CC=1SC=CN1